2,2-bis(diphenyl-phosphino)-1,1-binaphthyl C1(=CC=CC=C1)P(C1(C(=C2C=CC=CC2=CC1)C1=CC=CC2=CC=CC=C12)P(C1=CC=CC=C1)C1=CC=CC=C1)C1=CC=CC=C1